BrC1=CC(=C(C=C1)NC(=O)N[C@H](C(=O)NCCO)CC1=CC=CC=C1)F (2S)-2-{[(4-bromo-2-fluorophenyl)carbamoyl]amino}-N-(2-hydroxyethyl)-3-phenylpropanamide